FC1=C(C2=C(N=C(O2)[C@H]2N(CCC3=C2N=CN3)C(=O)C=3OC(=NN3)C=3C=NN(C3)C)C=C1)F (S)-(4-(6,7-difluorobenzo[d]oxazol-2-yl)-6,7-dihydro-1H-imidazo[4,5-c]pyridin-5(4H)-yl)(5-(1-methyl-1H-pyrazol-4-yl)-1,3,4-oxadiazol-2-yl)methanone